[2-chloro-4-[[3-[1-[(2-methylpyrazol-3-yl)methyl]-3-(trifluoromethyl)pyrazol-4-yl]imidazo[1,2-a]pyrazin-8-yl]amino]phenyl]-piperazin-1-ylmethanone ClC1=C(C=CC(=C1)NC=1C=2N(C=CN1)C(=CN2)C=2C(=NN(C2)CC=2N(N=CC2)C)C(F)(F)F)C(=O)N2CCNCC2